6-(4-cyclopropyl-6-methoxypyrimidin-5-yl)-1,8-dihydropyrazolo[4',3':4,5]pyrrolo[2,3-d]pyrimidine C1(CC1)C1=NC=NC(=C1C1=NC=C2C(=N1)NC1=C2C=NN1)OC